CN1N=CC(=C1)NCC1OCCC1 1-methyl-N-(tetrahydrofuran-2-ylmethyl)pyrazol-4-amine